(7S)-7-[4-(prop-2-enoyl)piperazin-1-yl]-2-{4-[2-(trifluoromethoxy)phenoxy]phenyl}-4,5,6,7-tetrahydro-2H-pyrazolo[4,3-b]pyridine-3-carboxamide C(C=C)(=O)N1CCN(CC1)[C@@H]1C=2C(NCC1)=C(N(N2)C2=CC=C(C=C2)OC2=C(C=CC=C2)OC(F)(F)F)C(=O)N